O=N1=C(C=CC=C1)S(=O)(=O)N1CC(C1)OC1=C(C(=O)O)C=CC=C1 [(1-(1-oxo-1λ5-pyridine-2-sulfonyl)azetidin-3-yl)oxy]benzoic acid